Di(aziridin-1-yl)phosphinic acid 6-([1,1'-biphenyl]-3-yloxy)-5-nitro-2,3-dihydro-1H-inden-1-yl ester C1(=CC(=CC=C1)OC1=C(C=C2CCC(C2=C1)OP(=O)(N1CC1)N1CC1)[N+](=O)[O-])C1=CC=CC=C1